CC1=C(C(=NO1)OC[C@@H]1N(CCCC1)C)C1=CC=2N(C=C1)N=C(C2)NC(=O)C2CC2 N-[5-[5-methyl-3-[[(2R)-1-methyl-2-piperidyl]methoxy]isoxazol-4-yl]pyrazolo[1,5-a]pyridin-2-yl]cyclopropanecarboxamide